5-bromo-2,3-dihydrospiro[indene-1,4'-oxazolidin]-2'-one BrC=1C=C2CCC3(NC(OC3)=O)C2=CC1